N2-((R)-1-cyclopropylethyl)-N4-(1-(2-methoxyethoxy)propan-2-yl)-6-(6-(trifluoromethyl)pyridin-2-yl)-1,3,5-triazine-2,4-diamine C1(CC1)[C@@H](C)NC1=NC(=NC(=N1)NC(COCCOC)C)C1=NC(=CC=C1)C(F)(F)F